C(C)(C)(C)OC(=O)N1CCN(CC1)C1=NC=2N(C=C1F)N=CC2I tert-butyl-4-(6-fluoro-3-iodo-pyrazolo[1,5-a]pyrimidin-5-yl)piperazine-1-carboxylate